C(C)OC(CCC1=NC=CC(=C1)\C=C/OCC)=O.C1(CC1)CCC=1C=CC(=NC1)C(=O)NC12CC(C1)(C2)NC(COC2=CC(=C(C=C2)F)F)=O 5-(2-Cyclopropylethyl)-N-{3-[2-(3,4-difluorophenoxy)acetamido]bicyclo[1.1.1]pent-1-yl}pyridine-2-carboxamide ethyl-3-{4-[(1Z)-2-ethoxyethenyl]pyridin-2-yl}propanoate